Propylene glycol myristate C(CCCCCCCCCCCCC)(=O)O.C(C(C)O)O